(2S)-2-amino-4-[(3-amino-2,2-dimethylpropyl)carbamoyl]butanoic acid N[C@H](C(=O)O)CCC(NCC(CN)(C)C)=O